C(C(C)Br)Br.[NH4+].[NH4+] diammonium propylene dibromide